methyl 2-(4-(6-((4-cyano-2-fluorobenzyl) oxy) pyridin-2-yl)-2-hydroxybenzyl)-1-(2-methoxyethyl)-1H-benzo[d]imidazole-6-carboxylate C(#N)C1=CC(=C(COC2=CC=CC(=N2)C2=CC(=C(CC3=NC4=C(N3CCOC)C=C(C=C4)C(=O)OC)C=C2)O)C=C1)F